zinc-lithium-strontium [Sr].[Li].[Zn]